NC=1C(=NC=C(N1)N1CCC2([C@H](CC(C2)=O)N)CC1)SC1=C(C2=C(OCC(N2)=O)C=C1)Cl (S)-6-((3-amino-5-(4-amino-2-oxo-8-azaspiro[4.5]decan-8-yl)pyrazin-2-yl)thio)-5-chloro-2H-benzo[b][1,4]oxazin-3(4H)-one